O=C(C(=O)N)N1[C@H](CC([C@@H](C1)C)OC)C1=CC=C(C=C1)F |r| 2-oxo-2-[rac-(2R,5R)-2-(4-fluorophenyl)-4-methoxy-5-methyl-1-piperidyl]acetamide